C1(CC1)C1=NC(=C(C#N)C=C1)NC1=C(C(=CC=C1)CF)C 6-cyclopropyl-2-((3-(fluoromethyl)-2-methylphenyl)amino)nicotinonitrile